Cl.NC(CCNC(C)=O)(C)C1=CC(=CC=C1)C(F)(F)F N-{3-amino-3-[3-(trifluoromethyl)phenyl]butyl}acetamide hydrochloride